C(CCCCCCCCCCCCCCCCC)N(CCO)CCO 2,2'-(octadecan-1-ylimino)diethanol